{1-[4-(2,2-difluoro-benzo[1,3]dioxol-4-yl)-2,6-difluoro-phenyl]-piperidin-4-yl}-acetic acid FC1(OC2=C(O1)C=CC=C2C2=CC(=C(C(=C2)F)N2CCC(CC2)CC(=O)O)F)F